OCC1=CC=C(C=N1)C#CC1=CC=C(C=C1)C1=CC(=NO1)CN1C(=NC=C1)[C@H](C)O (S)-1-(1-((5-(4-((6-(hydroxymethyl)pyridin-3-yl)ethynyl)phenyl)isoxazol-3-yl)methyl)-1H-Imidazol-2-yl)ethan-1-ol